COC=1C=C(C=CC1OC)C1=C(NC2=CN=C(C=C21)C2CCN(CC2)C2CCN(CC2)C(C(C)C)=O)C 1-(4-(3-(3,4-Dimethoxyphenyl)-2-methyl-1H-pyrrolo[2,3-c]pyridin-5-yl)-[1,4'-bipiperidin]-1'-yl)-2-methylpropan-1-on